ClC=1C=NN(C(C1Cl)=O)CC(=O)NC1CN(CCC1)C(=O)OC(C)(C)C Tert-butyl 3-(2-(4,5-dichloro-6-oxopyridazin-1(6H)-yl)acetamido)piperidine-1-carboxylate